CN1CCC2(C[C@@H]2C(=O)N[C@@H](CCCCCC(CC)=O)C=2OC(=CN2)C=2C=C3C=CC(N(C3=CC2)C)=O)CC1 (S)-6-Methyl-N-((S)-1-(5-(1-methyl-2-oxo-1,2-dihydrochinolin-6-yl)oxazol-2-yl)-7-oxononyl)-6-azaspiro[2.5]octan-1-carboxamid